C1(CC1)NC(=O)C=1N=NC(=CC1)N1[C@H](C2=C(CC1)NC=N2)C2=NN1C(C=CC=C1)=C2 (R)-N-cyclopropyl-6-(4-(pyrazolo[1,5-a]pyridin-2-yl)-1,4,6,7-tetrahydro-5H-imidazo[4,5-c]pyridin-5-yl)pyridazine-3-carboxamide